ClC1=C2N=CN(C2=NC(=N1)SCCC)CC#C 6-Chloro-9-(prop-2-yn-1-yl)-2-(propylthio)-9H-purine